O=C1C2CCC(C2)C12CCCCC2 rac-3-oxospiro[bicyclo[2.2.1]heptane-2,1'-cyclohexan]